ClC1=C(C#N)C=CC(=C1)N1CC2(CC1C)CCN(CC2)C2=CC=C(C=C2)C(=O)N2CCC1(CC(C1)N1CCN(CC1)C1=CC(=CC=C1)N1C(NC(CC1)=O)=O)CC2 2-Chloro-4-(8-(4-(2-(4-(3-(2,4-dioxotetrahydropyrimidin-1(2H)-yl)phenyl)piperazin-1-yl)-7-azaspiro[3.5]nonane-7-carbonyl)phenyl)-3-methyl-2,8-diazaspiro[4.5]decan-2-yl)benzonitrile